ClC1=C(C=C(CN2C(C(N(CC2=O)C2=NC=C(C=C2F)OC)=O)C2COC2)C=C1)F 4-(4-chloro-3-fluorobenzyl)-1-(3-fluoro-5-methoxypyridin-2-yl)-3-(oxetan-3-yl)piperazine-2,5-dione